2,5,6-trimethylcyclohexane-1,3-diene-1-carboxylic acid methyl ester COC(=O)C1=C(C=CC(C1C)C)C